COC1=CC=C(C2=CC=CC=C12)C1=NC(=NC(=N1)C(Cl)(Cl)Cl)C(Cl)(Cl)Cl 2-(4-methoxynaphthalene-1-yl)-4,6-bis(trichloromethyl)-s-triazine